cetyloxypropyl-glyceryl-methoxypropyl-myristamide C(CCCCCCCCCCCCCCC)OCCCC(C(C(=O)N)(CCCOC)CC(O)CO)CCCCCCCCCCC